The molecule is a high-mannose oligosaccharide consisting of alpha-D-Glcp-(1->3)-alpha-D-Glcp-(1->3)-alpha-D-Manp-(1->2)-alpha-D-Manp-(1->2)-alpha-D-Manp-(1->3)-[alpha-D-Manp-(1->2)-alpha-D-Manp-(1->3)-[alpha-D-Manp-(1->2)-alpha-D-Manp-(1->6)]-alpha-D-Manp-(1->6)]-beta-D-Manp-(1->4)-beta-D-GlcpNAc-(1->4)-D-GlcpNAc. It is a high-mannose oligosaccharide, a glucosamine oligosaccharide and a polysaccharide derivative. It derives from a Glc(a1-3)Man(a1-2)Man(a1-2)Man(a1-3)[Man(a1-2)Man(a1-3)[Man(a1-2)Man(a1-6)]Man(a1-6)]Man(b1-4)GlcNAc(b1-4)GlcNAc. CC(=O)N[C@@H]1[C@H]([C@@H]([C@H](O[C@H]1O[C@@H]2[C@H](OC([C@@H]([C@H]2O)NC(=O)C)O)CO)CO)O[C@H]3[C@H]([C@H]([C@@H]([C@H](O3)CO[C@@H]4[C@H]([C@H]([C@@H]([C@H](O4)CO[C@@H]5[C@H]([C@H]([C@@H]([C@H](O5)CO)O)O)O[C@@H]6[C@H]([C@H]([C@@H]([C@H](O6)CO)O)O)O)O)O[C@@H]7[C@H]([C@H]([C@@H]([C@H](O7)CO)O)O)O[C@@H]8[C@H]([C@H]([C@@H]([C@H](O8)CO)O)O)O)O)O)O[C@@H]9[C@H]([C@H]([C@@H]([C@H](O9)CO)O)O)O[C@@H]1[C@H]([C@H]([C@@H]([C@H](O1)CO)O)O)O[C@@H]1[C@H]([C@H]([C@@H]([C@H](O1)CO)O)O[C@@H]1[C@@H]([C@H]([C@@H]([C@H](O1)CO)O)O[C@@H]1[C@@H]([C@H]([C@@H]([C@H](O1)CO)O)O)O)O)O)O)O